C1CCC2=C(C=3CCCC3C=C12)NC(=O)NS(=O)(=O)C=1C=NN2C1OCC(C2)N(C(OC(C)(C)C)=O)C tert-Butyl (3-(N-((1,2,3,5,6,7-hexahydro-s-indacen-4-yl)carbamoyl)sulfamoyl)-6,7-dihydro-5H-pyrazolo[5,1-b][1,3]oxazin-6-yl)(methyl)carbamate